C(C)(C)(C)NC(=O)C1=NC=NO1 N-tert-butyl-1,2,4-oxadiazole-5-carboxamide